C1(CC1)C=1N=CN(C1)C=1C(=CC(=C(C(=O)NC2=NC(=CC=C2)C=2N3C(=NN2)CC[C@@H]3CC)C1)F)C (S)-5-(4-cyclopropyl-1H-imidazol-1-yl)-N-(6-(5-ethyl-6,7-dihydro-5H-pyrrolo[2,1-c][1,2,4]triazol-3-yl)pyridin-2-yl)-2-fluoro-4-methylbenzamide